ClC=1C(=NC(=NC1)N[C@@H]1C[C@H]2CO[C@@H]([C@H]1O)O2)C2=C(C=1N=NC(=C(C1S2)C)C(C)(C)O)C (1S,3R,4S,5R)-3-((5-chloro-4-(3-(2-hydroxypropan-2-yl)-4,7-dimethylthieno[3,2-c]pyridazin-6-yl)pyrimidin-2-yl)amino)-6,8-dioxabicyclo[3.2.1]octan-4-ol